1,1,3,3-Tetraphenyl-1,3-bis(2-aminoethyl)disiloxan C1(=CC=CC=C1)[Si](O[Si](CCN)(C1=CC=CC=C1)C1=CC=CC=C1)(CCN)C1=CC=CC=C1